1,4'-dithiodibenzoic acid C(C1(CC=CC=C1)SSC1=CC=C(C(=O)O)C=C1)(=O)O